COC(=O)C1CCN(CC1)C1=NC(=CN=C1C1=CC=C2C=CNC2=C1)CCCC 1-(6-butyl-3-(1H-indol-6-yl)pyrazin-2-yl)piperidine-4-carboxylic acid methyl ester